ethyl-3-propylaminocrotonate C(C)OC(\C=C(\C)/NCCC)=O